(1s,3s)-3-(6'-bromo-2'-oxospiro[cyclopropane-1,3'-indoline]-1'-yl)-1-(piperidin-1-yl)cyclobutane-1-carbonitrile BrC1=CC=C2C3(C(N(C2=C1)C1CC(C1)(C#N)N1CCCCC1)=O)CC3